NCCCCCC(C1=CC=CC=C1)C1=CN=C(N1)C=1C=C(OC=2C(=C3C=CNC3=CC2F)/C=C/C(=O)O)C=CC1F (E)-3-(5-(3-(5-(6-amino-1-phenylhexyl)-1H-imidazol-2-yl)-4-fluorophenoxy)-6-fluoro-1H-indol-4-yl)acrylic acid